C(C=C)(=O)N1[C@H](CN(C[C@H]1C)C1=NC(N2C3=C(C(=C(C=C13)C(F)(F)F)C1=C(C=C(C(=C1)Cl)F)F)SC[C@H](C2)OCC)=O)C (3S)-8-((3S,5R)-4-acryloyl-3,5-dimethylpiperazin-1-yl)-11-(5-chloro-2,4-difluorophenyl)-3-ethoxy-10-(trifluoromethyl)-3,4-dihydro-2H,6H-[1,4]thiazepino[2,3,4-ij]quinazolin-6-one